benzo[d]isoxazole oxalate C(C(=O)O)(=O)O.O1N=CC2=C1C=CC=C2